6-chloropyrimidine-4-carboxamide ClC1=CC(=NC=N1)C(=O)N